(1R,2S,5R)-2-isopropyl-5-methyl-N-(2-(pyridin-2-yl)ethyl)cyclohexanecarboxamide C(C)(C)[C@H]1[C@@H](C[C@@H](CC1)C)C(=O)NCCC1=NC=CC=C1